N1C=NC2=C1C=CC(=C2)N2C(NCC2C2=CC=C(C=C2)C2CCCCC2)=O 1-(1H-Benzo[d]imidazol-5-yl)-5-(4-cyclohexylphenyl)imidazolidin-2-on